methyl dodecanoate (methyl dodecanoate) CC(C(=O)O)CCCCCCCCCC.C(CCCCCCCCCCC)(=O)OC